3-(chloromethyl)-2-(cyclopropylthio)-4-methylpyridine ClCC=1C(=NC=CC1C)SC1CC1